3,4-dimethylhydroquinone CC1C=C(O)C=CC1(O)C